N-(3-(2-(difluoromethoxy)-5-(4-(dimethylcarbamoyl)phenoxy)phenyl)-1-(2-(dimethylamino)-2-oxoethyl)-1H-pyrazol-4-yl)pyrazolo[1,5-a]pyrimidine-3-carboxamide FC(OC1=C(C=C(C=C1)OC1=CC=C(C=C1)C(N(C)C)=O)C1=NN(C=C1NC(=O)C=1C=NN2C1N=CC=C2)CC(=O)N(C)C)F